propyl(2-cyanoethyl) diisopropylphosphoramidite C(C)(C)N(P(OCC(C#N)CCC)[O-])C(C)C